S1C(=CC=C1)C=1NC(=CC1)C=1SC=CC1 2,5-dithienyl-pyrrole